(2-hydroxy-3,5-di-tert-amyl-phenyl)benzotriazole OC1=C(C=C(C=C1C(C)(C)CC)C(C)(C)CC)C1=CC=CC=2NN=NC21